CC=1C=C(C/N=C/C(C)(C)C)C=CC1 (E)-N-(3-methylbenzyl)-2,2-dimethylpropane-1-imine